gamma-aminoureidopropyl-trimethoxysilane NNC(NCCC[Si](OC)(OC)OC)=O